N-(1-(5-cyano-1-(4-(trifluoro-methyl)phenyl)-1H-pyrazolo[3,4-b]pyridin-3-yl)pyrrolidin-3-yl)-acrylamide C(#N)C=1C=C2C(=NC1)N(N=C2N2CC(CC2)NC(C=C)=O)C2=CC=C(C=C2)C(F)(F)F